((tetrahydro-2H-pyran-2-yl)oxy)propanamide O1C(CCCC1)OC(C(=O)N)C